ClC1=CC(=CC(=N1)C(=O)OC)NC(=O)C=1C=NN(C1C(F)(F)F)C1=CN=CC2=CC=CC=C12 methyl 6-chloro-4-(1-(isoquinolin-4-yl)-5-(trifluoromethyl)-1H-pyrazole-4-carboxamido)picolinate